2-(3-iodophenyl)-2-oxoacetic acid IC=1C=C(C=CC1)C(C(=O)O)=O